C(C=C)(=O)N1C[C@@H](N(CC1)C1=NC(N2C3=C(C(=C(C=C13)C(F)(F)F)C1=C(C=C(C=C1)F)F)SC[C@@H]2CC2CCN(CC2)CC)=O)C (3S)-7-((S)-4-acryloyl-2-methylpiperazin-1-yl)-10-(2,4-difluoro-phenyl)-3-((1-ethyl-piperidin-4-yl)methyl)-9-(trifluoromethyl)-2H-[1,4]thiazino[2,3,4-ij]-quinazolin-5(3H)-one